phospha-pentadiene P=CC=CC